[Br-].CO[Si](OC)(OC)CCC[N+](CCCC)(CCCC)CCCC N-trimethoxysilylpropyl-N,N,N-tri-n-butylammonium bromide